tert-butyl 3-(2-(bis(3-chloro-4-fluorophenyl)methyl)-1H-imidazole-5-sulfonimidoyl)azetidine-1-carboxylate ClC=1C=C(C=CC1F)C(C=1NC(=CN1)S(=O)(=N)C1CN(C1)C(=O)OC(C)(C)C)C1=CC(=C(C=C1)F)Cl